N-(4-chlorobenzyl)piperidine-4-carboxamide trihydrochloride Cl.Cl.Cl.ClC1=CC=C(CNC(=O)C2CCNCC2)C=C1